C(C(C(C(CCCCCC)O)O)O)O 1,2,3,4-decanetetrol